(5-(5-chloro-2-methoxypyridin-4-yl)-1H-pyrazole-3-carbonyl)-N-((3R,6R)-1-methyl-6-(trifluoromethyl)piperidin-3-yl)piperidine-4-carboxamide ClC=1C(=CC(=NC1)OC)C1=CC(=NN1)C(=O)N1CCC(CC1)C(=O)N[C@H]1CN([C@H](CC1)C(F)(F)F)C